ClC1=C(C=NC(=C1)C=1C=NN2C1N=CC=C2)C(C)=O 1-(4-Chloro-6-(pyrazolo[1,5-a]pyrimidin-3-yl)pyridin-3-yl)ethan-1-one